O-(4-tolyl)-DL-serine C1(=CC=C(C=C1)OC[C@H](N)C(=O)O)C |r|